1-methyl-N5-(2-methyl-3-(1H-pyrazol-1-yl)propyl)-1H-benzo[d]imidazole-2,5-diamine CN1C(=NC2=C1C=CC(=C2)NCC(CN2N=CC=C2)C)N